C1(CC1)C(=O)N1CCCC2=CC(=CC=C12)C1(CCC1)C(=O)NC1=NC=C(C=C1)F 1-[1-(cyclopropanecarbonyl)-1,2,3,4-tetrahydroquinolin-6-yl]-N-(5-fluoropyridin-2-yl)cyclobutane-1-carboxamide